O1COC2=C1C=CC=C2CN2[C@H](CCCC2)C(=O)NC=2OC(=NN2)C2CC2 (R)-1-(benzo[d][1,3]dioxol-4-ylmethyl)-N-(5-cyclopropyl-1,3,4-oxadiazol-2-yl)piperidine-2-carboxamide